7-cyclobutoxy-N-(1-methyl-1H-pyrazol-3-yl)-2-((1R,4S)-1-methyl-2-oxabicyclo[2.2.1]hept-4-yl)imidazo[1,2-a]pyridine-6-carboxamide C1(CCC1)OC1=CC=2N(C=C1C(=O)NC1=NN(C=C1)C)C=C(N2)[C@]21CO[C@](CC2)(C1)C